tert-butyl (2-(1-(3-fluoro-5-(2-(5-methyl-3-(trifluoromethyl)-1H-pyrazol-1-yl)acetamido)pyridin-2-yl)-1H-imidazol-4-yl)propan-2-yl)carbamate FC=1C(=NC=C(C1)NC(CN1N=C(C=C1C)C(F)(F)F)=O)N1C=NC(=C1)C(C)(C)NC(OC(C)(C)C)=O